OC1=C2C(C(=COC2=CC(=C1)O)C1=CC=C(C=C1)O)=O 5,7-dihydroxy-3-(4-hydroxyphenyl)chromen-4-one